2-(3-indolyl)-N,N-dimethylacetamide N1C=C(C2=CC=CC=C12)CC(=O)N(C)C